CC=1C=C(C=CC1)C1=NN(C=C1)C1=NC(=NC(=C1)N1CCOCC1)C(CO)O 1-[4-[3-(3-methylphenyl)-1H-pyrazol-1-yl]-6-(morpholin-4-yl)pyrimidin-2-yl]ethane-1,2-diol